{[5-(3-phenoxyphenyl)-3-hydroxypyridine-2-carbonyl]amino}acetic acid O(C1=CC=CC=C1)C=1C=C(C=CC1)C=1C=C(C(=NC1)C(=O)NCC(=O)O)O